FC1=C(C=C(C(=C1)C)F)CC=1C=2N(C=C(N1)C1=NC=C(C(=N1)O)C(C)O)C=CN2 2-{8-[(2,5-difluoro-4-methylphenyl)methyl]imidazo[1,2-a]pyrazin-6-yl}-5-(1-hydroxyethyl)pyrimidin-4-ol